methyl 3,4-dibromo-5-fluoro-2-hydroxybenzoate BrC=1C(=C(C(=O)OC)C=C(C1Br)F)O